C(\C=C\C(=O)O)(=O)O.FC1=CC=C(C2=CC(=CC=C12)OC)CCNC(C)=O N-(2-(4-fluoro-7-methoxynaphthalen-1-yl)ethyl)acetamide fumarate